1-((3-Methyloxetan-3-yl)methyl)-4-(4,4,5,5-tetramethyl-1,3,2-dioxaborolan-2-yl)-1H-pyrazole CC1(COC1)CN1N=CC(=C1)B1OC(C(O1)(C)C)(C)C